2-ethyl-4,4,5,5-tetramethyl-1,3,2-dioxaborolan C(C)B1OC(C(O1)(C)C)(C)C